NC1=C(C=C(C=C1)C1=NN(C2=C1C(=NC=C2[C@@H]2CC[C@H](CC2)NC(=O)OC(C)(C)C)N(C(OC(C)(C)C)=O)C(=O)OC(C)(C)C)C(C)C)F trans-tert-butyl (3-(4-amino-3-fluorophenyl)-7-(4-((tert-butoxy-carbonyl)amino)-cyclohexyl)-1-isopropyl-1H-pyrazolo[4,3-c]pyridin-4-yl)(tert-butoxycarbonyl)carbamate